CC1=C(C=NC(=C1)N1CCC(CC1)C(F)(F)F)NC=1C=CC2=C(OCC(N2)=O)C1 7-((4-methyl-6-(4-(trifluoromethyl)piperidin-1-yl)pyridin-3-yl)amino)-2H-benzo[b][1,4]oxazin-3(4H)-one